C(C=C)(=O)N1C[C@@H]2COC3=C(C(N2CC1)=O)C(=NC(=C3Cl)C3=C(C=CC=C3F)C(F)F)N3[C@H](CN(CC3)C)C (6aR)-8-acryloyl-4-chloro-3-(2-(difluoromethyl)-6-fluorophenyl)-1-((S)-2,4-dimethylpiperazin-1-yl)-6,6a,7,8,9,10-hexahydro-12H-pyrazino[2,1-c]pyrido[3,4-f][1,4]oxazepin-12-one